CC=1C=C(C=CC1C)NC=1C(=C(C#N)C=CC1)[N+](=O)[O-] 3-((3,4-dimethylphenyl)amino)-2-nitrobenzonitrile